N1=CC(=C2N1CCCC2)N 4H,5H,6H,7H-pyrazolo[1,5-a]pyridin-3-amine